(2R)-N-[(1S)-2-hydroxy-1-(3-methoxyphenyl)-ethyl]-2-(6-{2-[(oxan-4-yl)amino]pyrimidin-4-yl}-1-oxo-2,3-dihydro-1H-isoindol-2-yl)propanamide OC[C@H](C1=CC(=CC=C1)OC)NC([C@@H](C)N1C(C2=CC(=CC=C2C1)C1=NC(=NC=C1)NC1CCOCC1)=O)=O